ClC1=C(C=C(C=C1)C1=CC=2C3=C(C=NC2C=C1)N(C(N3C=3C(=NC=NC3)C)=N)C)OC(F)(F)F 8-(4-Chloro-3-(trifluoromethoxy)phenyl)-3-methyl-1-(4-methylpyrimidin-5-yl)-1,3-dihydro-2H-imidazo[4,5-c]quinolin-2-imine